CC=1C=NN(C1)C1=CC=NC=C1 4-(4-methyl-1-pyrazolyl)pyridine